(2-methoxyphenyl)piperazine-1-carboxamide COC1=C(C=CC=C1)C1N(CCNC1)C(=O)N